CC(CCOC(C(=C)C)=O)(C(C)=O)C methacrylic acid-3,3-dimethyl-4-oxo-pentyl ester